C(C)OC(=O)C1(CN(C1)CC)C1=CC=C(C=C1)C 1-ethyl-3-(4-methylphenyl)azetidine-3-carboxylic acid ethyl ester